CC(C)C1=CC=C(C=C1)SC=1C=C2CC(C(C2=CC1)=O)=O 5-[[4-(1-methylethyl)phenyl]thio]1H-indene-1,2(3H)-dione